OC(CC(=O)[O-])C.[Ca+2].OC(CC(=O)[O-])C Calcium DL-β-Hydroxybutyrate Salt